C(C=C)(=O)OCC(COC(C=C)=O)N=C=O 1,1-bis(acryloyloxymethyl)methylisocyanate